3-methyl-2-({(3R,6R)-6-methyl-1-[(4-phenylisothiazol-5-yl)carbonyl]piperidin-3-yl}oxy)pyridine-4-carbonitrile CC=1C(=NC=CC1C#N)O[C@H]1CN([C@@H](CC1)C)C(=O)C1=C(C=NS1)C1=CC=CC=C1